S1C=NC2=C1C=CC(=C2)NC2=CN=NC1=CC(=C(C=C21)P(C)(C)=O)OC (4-(benzo[d]thiazol-5-ylamino)-7-methoxycinnolin-6-yl)dimethylphosphine oxide